5-hydroxy-6-(4-hydroxyphenyl)-2,3-diphenylpyrazolo[1,5-a]pyrimidin-7(4H)-one OC=1NC=2N(C(C1C1=CC=C(C=C1)O)=O)N=C(C2C2=CC=CC=C2)C2=CC=CC=C2